(E)-N-(2-(6-methoxy-2-oxo-2,3-dihydro-1,3-benzooxazol-3-yl)ethyl)-2-furanamide COC1=CC2=C(N(C(O2)=O)CCNC(=O)C=2OC=CC2)C=C1